(1-((3-chloro-4-fluorophenyl)carbamoyl)-2-methyl-2,4,5,6-tetrahydrocyclopenta[c]pyrrol-4-yl)carbamic acid methyl ester COC(NC1CCC2=C(N(C=C21)C)C(NC2=CC(=C(C=C2)F)Cl)=O)=O